NC1=NC(=C(C=2N1C=C(N2)C(=O)NCC)C2=NC=NC=C2)C2=CC(=CC=C2)C#N 5-amino-7-(3-cyanophenyl)-N-ethyl-8-(pyrimidin-4-yl)imidazo[1,2-c]pyrimidine-2-carboxamide